CN1C(=NC2=C1C=CC(=C2)C(F)(F)F)CNN2C(CCC2)=O 1-(((1-methyl-5-(trifluoromethyl)-1H-benzo[d]imidazol-2-yl)methyl)amino)pyrrolidin-2-one